3,4-dihydroxy-2-methylidene-butanoate OC(C(C(=O)[O-])=C)CO